sodium phthalhydrazide C1=2C(=O)NNC(C1=CC=CC2)=O.[Na]